COCCOC=1C=CC(=C(C1)N1CCN(CC1)CC=1SC2=C(N1)C=CC=C2)C=2N=NNN2 2-[[4-[5-(2-meth-oxyethoxy)-2-(2H-tetrazol-5-yl)phenyl]piperazin-1-yl]-methyl]-1,3-benzo-thiazole